COC(C(C)(C)OC1=CC=C(CN2N=CC(=C2)C(=O)OC(C)(C)C)C=C1)=O tert-butyl 1-(4-((1-methoxy-2-methyl-1-oxopropan-2-yl)oxy)benzyl)-1H-pyrazole-4-carboxylate